NC=1C=2N(C=C(N1)C1=C(C(=CC=C1)C#N)F)N=C(N2)CC2=C(C=CC=C2F)C=2C=NN(C2)CC(=O)N(C)C (4-(2-((8-amino-6-(3-cyano-2-fluorophenyl)-[1,2,4]triazolo[1,5-a]pyrazin-2-yl)methyl)-3-fluorophenyl)-1H-pyrazol-1-yl)-N,N-dimethylacetamide